methyl (4-bromo-2-methyl-6-nitrophenyl)-L-alaninate BrC1=CC(=C(C(=C1)[N+](=O)[O-])N[C@@H](C)C(=O)OC)C